3-(3,4-difluoro-2-methoxy-phenyl)-4,5-dimethyl-5-(trifluoromethyl)tetrahydrofuran-2-carboxylic acid FC=1C(=C(C=CC1F)C1C(OC(C1C)(C(F)(F)F)C)C(=O)O)OC